C(C)(C)(C)NC(=O)C1=NC(=CC=C1OC)NC1=CC(=CC(=C1)Cl)Cl N-tert-butyl-6-(3,5-dichlorophenylamino)-3-methoxy-pyridine-2-carboxamide